FC=1C=CC(=C(C(=O)N(C)C(C)C)C1)N1C=C(C=2C1=CN=CC2)[C@@H]2CC[C@@H](CC2)N2CCC(CC2)O 5-fluoro-2-(3-(cis-4-(4-hydroxypiperidin-1-yl)cyclohexyl)-1H-pyrrolo[2,3-c]pyridin-1-yl)-N-isopropyl-N-methylbenzamide